6-chloro-1-(benzenesulfonyl)-1H-indole-7-carbaldehyde ClC1=CC=C2C=CN(C2=C1C=O)S(=O)(=O)C1=CC=CC=C1